tert-butyl 2,6-dimethyl-4-methylsulfonyloxy-piperidine-1-carboxylate CC1N(C(CC(C1)OS(=O)(=O)C)C)C(=O)OC(C)(C)C